(S)-3-(1-acryloylpyrrolidin-3-yl)-7-amino-1-(4-(2-fluorophenoxy)phenyl)-1,5-dihydro-4H-pyrazolo[3,4-d]pyridazin-4-one C(C=C)(=O)N1C[C@H](CC1)C1=NN(C=2C(=NNC(C21)=O)N)C2=CC=C(C=C2)OC2=C(C=CC=C2)F